(2R)-4-oxo-N-[3-(4-{[(2S)-1-(trifluoromethoxy)propan-2-yl]oxy}-1H-pyrazol-1-yl)bicyclo[1.1.1]pentan-1-yl]-6-(trifluoromethyl)-3,4-dihydro-2H-1-benzopyran-2-carboxamide O=C1C[C@@H](OC2=C1C=C(C=C2)C(F)(F)F)C(=O)NC21CC(C2)(C1)N1N=CC(=C1)O[C@H](COC(F)(F)F)C